C(C1=CC=CC=C1)OC(=O)N[C@H](C(=O)OCC1=CC=CC=C1)CC1=CN(C2=NC=CC=C21)CC(=O)OC(C)(C)C Benzyl (S)-2-(((benzyloxy)carbonyl)amino)-3-(1-(2-(tert-butoxy)-2-oxoethyl)-1H-pyrrolo[2,3-b]pyridin-3-yl)propanoate